Decylamine hydrochloride Cl.C(CCCCCCCCC)N